(E)-4-(9-(3-methoxyphenyl)-8-methyl-6-(2-(3-methylbenzylidene)hydrazinyl)-9H-purin-2-yl)morpholine COC=1C=C(C=CC1)N1C2=NC(=NC(=C2N=C1C)N/N=C/C1=CC(=CC=C1)C)N1CCOCC1